hexylnonyl 8-[2-[[4-[2-[[8-(1-hexylnonoxy)-8-oxo-octyl]-(6-oxo-6-undecoxy-hexyl)amino]ethylamino]-4-oxo-butanoyl]amino]ethyl-(6-oxo-6-undecoxy-hexyl)amino]octanoate C(CCCCC)C(CCCCCCCC)OC(CCCCCCCN(CCNC(CCC(=O)NCCN(CCCCCCCC(=O)OC(CCCCCCCC)CCCCCC)CCCCCC(OCCCCCCCCCCC)=O)=O)CCCCCC(OCCCCCCCCCCC)=O)=O